1-((1H-1,2,4-triazol-1-yl)sulfonyl)piperazine N1(N=CN=C1)S(=O)(=O)N1CCNCC1